C(C)(C)N[C@@H](C)C(=O)O Isopropyl-Alanine